(R)-3-(isoquinolin-4-yl)-1-(2-methylpyridin-3-yl)-2-oxoimidazoline-4-carbonitrile C1=NC=C(C2=CC=CC=C12)N1C(N(C[C@@H]1C#N)C=1C(=NC=CC1)C)=O